(RS)-7-sec-nonyloxychromone [C@@H](C)(CCCCCCC)OC1=CC=C2C(C=COC2=C1)=O |r|